2-bromo-1,3-benzothiazol-6-amine BrC=1SC2=C(N1)C=CC(=C2)N